BrC1=C2C=CC=CC2=C(C2=CC=CC=C12)C1(C(C(C(C2C1(OC1=C2C=CC=C1)[2H])([2H])[2H])([2H])[2H])([2H])[2H])[2H] 4-(10-bromoanthracene-9-yl)dibenzofuran-d8